FC(OC[C@@H]1CN(C[C@H](N1)C)C=1C=2N(C=C(C1)S(=O)(=O)NC1(COC1)C)C(=CN2)C=2SC(=NN2)C(F)F)F |o1:4,8| rel-8-((3S,5R)-3-((difluoromethoxy)methyl)-5-methylpiperazin-1-yl)-3-(5-(difluoromethyl)-1,3,4-thiadiazol-2-yl)-N-(3-methyloxetan-3-yl)imidazo[1,2-a]pyridine-6-sulfonamide